COC1=NC=C(C(=C1)C(C(=O)N1C[C@@]2(NC3=NC(=C(C=C3CC2)C2=NC=CC=N2)C)CC1)C)S(=O)(=O)C 2-(2-methoxy-5-(methylsulfonyl)pyridin-4-yl)-1-((S)-7'-methyl-6'-(pyrimidin-2-yl)-3',4'-dihydro-1'H-spiro[pyrrolidine-3,2'-[1,8]naphthyridin]-1-yl)propan-1-one